(1S,2R)-2-((S)-5-Chloro-8-((1-methyl-2-oxo-1,2-dihydropyridin-4-yl)methoxy)-1-((6-oxo-5-azaspiro[2.4]heptan-5-yl)methyl)-1,2,3,4-tetrahydroisochinolin-2-carbonyl)-1-methylcyclohexan ClC1=C2CCN([C@@H](C2=C(C=C1)OCC1=CC(N(C=C1)C)=O)CN1CC2(CC2)CC1=O)C(=O)[C@H]1[C@H](CCCC1)C